CC=1C=C(C=CC1)C1=CC=C(C=C1)C 3,4'-DIMETHYL-1,1'-BIPHENYL